4,4,5,5-tetramethyl-2-[3-(4,4,5,5-tetramethyl-1,3,2-dioxaborolan-2-yl)phenyl]-1,3,2-dioxaborolane CC1(OB(OC1(C)C)C1=CC(=CC=C1)B1OC(C(O1)(C)C)(C)C)C